(S)-N-(8,9-difluoro-6-oxo-1,4,5,6-tetrahydro-2H-pyrano[3,4-c]isoquinolin-1-yl)-6-fluoro-N-methyl-1H-indole-2-carboxamide FC=1C(=CC=2C3=C(NC(C2C1)=O)COC[C@H]3N(C(=O)C=3NC1=CC(=CC=C1C3)F)C)F